2-((1r,4S)-4-ethoxycyclohexylamino)-4-((1S,2S)-2-ethoxycyclopentylamino)pyrimidine-5-carboxamide C(C)OC1CCC(CC1)NC1=NC=C(C(=N1)N[C@@H]1[C@H](CCC1)OCC)C(=O)N